1-(2-(2-benzyl-4-methylphenoxy)ethyl)-4-ethylpiperazine hydrochloride Cl.C(C1=CC=CC=C1)C1=C(OCCN2CCN(CC2)CC)C=CC(=C1)C